(S)-4-(4-methyltetrahydro-2H-pyran-4-carbonyl)-3-phenyl-2,3,4,5-tetrahydrobenzo[f][1,4]oxazepine-8-carbohydrazide CC1(CCOCC1)C(=O)N1[C@H](COC2=C(C1)C=CC(=C2)C(=O)NN)C2=CC=CC=C2